3-chloro-5-(3,3,3-trifluoroprop-1-en-2-yl)isoquinoline ClC=1N=CC2=CC=CC(=C2C1)C(=C)C(F)(F)F